(3R)-1-(2-(4-cyano-1H-pyrazol-1-yl)-4-(4-fluorophenyl)cyclopentyl)piperidin-3-ylcarbamic acid tert-butyl ester C(C)(C)(C)OC(N[C@H]1CN(CCC1)C1C(CC(C1)C1=CC=C(C=C1)F)N1N=CC(=C1)C#N)=O